C1=CC=CC=2C3=CC=CC=C3N(C12)C=1C=C(C=CC1)C1=C(C(=C(C(=C1C1=NC=CC=C1)C1=CC(=CC=C1)N1C2=CC=CC=C2C=2C=CC=CC12)C1=CC(=CC=C1)N1C2=CC=CC=C2C=2C=CC=CC12)C1=CC(=CC=C1)N1C2=CC=CC=C2C=2C=CC=CC12)C#N 4',6'-bis(3-(9H-carbazol-9-yl)phenyl)-3,3''-di(9H-carbazol-9-yl)-5'-(pyridin-2-yl)-[1,1':2',1''-terphenyl]-3'-carbonitrile